BrC=1NC(=C(N1)C)C(=O)N 2-bromo-4-methyl-1H-imidazole-5-carboxamide